(R) and (S)-N-(amino(1-(2-hydroxyethyl)-1H-pyrazol-3-yl)(oxo)-λ6-sulfaneylidene)-2-(2,2-difluoro-4,6-diisopropylbenzo[d][1,3]dioxol-5-yl)acetamide N[S@](=NC(CC1=C(C2=C(OC(O2)(F)F)C=C1C(C)C)C(C)C)=O)(=O)C1=NN(C=C1)CCO |r|